ClC=1C=NC(=NC1)NC=1C=C2CCN(CC2=CC1OC)CCC(F)(F)F 5-chloro-2-((7-methoxy-2-(3,3,3-trifluoropropyl)-1,2,3,4-tetrahydroisoquinolin-6-yl)amino)pyrimidin